(Z)-N'-((5-(difluoromethyl)-1-methyl-1H-pyrazole-3-carbonyl)oxy)-1-(3-fluorophenyl)cyclopropane-1-carboximidamide FC(C1=CC(=NN1C)C(=O)O\N=C(/N)\C1(CC1)C1=CC(=CC=C1)F)F